(2R,4S)-N-Boc-5-([1,1'-biphenyl]-4-yl)-4-amino-2-methylpentanoic acid C(=O)(OC(C)(C)C)N[C@@H](C[C@H](C(=O)O)C)CC1=CC=C(C=C1)C1=CC=CC=C1